CC1=C(C=CC=C1NC(C)=O)C1=CC=CC=C1 2-methyl-3-acetylamino-1,1'-biphenyl